C(C)(C)(C)NC[C@@H](COC1=NSN=C1N1CCOCC1)OC(CCCCCCCCCCCCCCCCC)=O octadecanoic acid (S)-1-(tert-butylamino-methyl)-2-(4-morpholin-4-yl-[1,2,5]thiadiazol-3-yloxy)-ethyl ester